OCCN1CCN(CC1)CCNC=C1C(CC(CC1=O)C1=CC=C(C=C1)C)=O 2-(((2-(4-(2-hydroxyethyl)piperazin-1-yl)ethyl)amino)methylene)-5-(p-tolyl)cyclohexane-1,3-dione